dibutoxybarium C(CCC)O[Ba]OCCCC